4-fluoro-2,3-dihydroinden-1-one FC1=C2CCC(C2=CC=C1)=O